BrC(C[C@@H](CC[C@]12C[C@@H]3[C@@H]([C@@H]4O[C@@H]5[C@@H]([C@@H]([C@@H]4O3)O2)O[C@H](CC5)CC(C)=O)O1)O)=C 3-((2S,3aR,4aR,5S,5aS,7R,9aS,10aR,10bS)-2-((R)-5-bromo-3-hydroxyhex-5-en-1-yl)dodecahydro-2,5-epoxyfuro[2',3':4,5]furo[3,2-b]pyrano[2,3-e]pyran-7-yl)propan-2-one